3-(6-((3R,4R)-4-((3,9-diazaspiro[5.5]undecan-3-yl)methyl)-3-methylpiperidin-1-yl)-1-methyl-1H-indazol-3-yl)piperidine-2,6-dione C1CN(CCC12CCNCC2)C[C@H]2[C@H](CN(CC2)C2=CC=C1C(=NN(C1=C2)C)C2C(NC(CC2)=O)=O)C